ClC=1C(=CC(=C(N)C1)F)OCC1=CC(=C(C=C1)F)F 5-chloro-4-((3,4-difluorobenzyl)oxy)-2-fluoroaniline